2,4,7-triphenyloctane C1(=CC=CC=C1)C(C)CC(CCC(C)C1=CC=CC=C1)C1=CC=CC=C1